COC1=CC=C(C=NC2=CC=C(C=C2)CCCC)C=C1 N-(p-Methoxybenzyliden)-p-n-butylanilin